C1(CC1)C(=O)N1CC(C1)N1N=CC(=C1)NC1=NC=C(C(=N1)C1=C(C(=O)O)C=CC=C1)C (2-((1-(1-(cyclopropanecarbonyl)azetidin-3-yl)-1H-pyrazol-4-yl)amino)-5-methylpyrimidin-4-yl)benzoic acid